5,6,7,8-tetrahydro-3-methylisoquinoline CC=1N=CC=2CCCCC2C1